ClC1=C(C=CC(=C1)C(F)(F)F)NC(CN1C=2N(C(C(=C1CC)N1CC=3N(CC1)C=NC3)=O)N=C(N2)C=2CCOCC2)=O N-(2-chloro-4-(trifluoromethyl)phenyl)-2-(2-(3,6-dihydro-2H-pyran-4-yl)-6-(5,6-dihydroimidazo[1,5-a]pyrazin-7(8H)-yl)-5-ethyl-7-oxo-[1,2,4]triazolo[1,5-a]pyrimidin-4(7H)-yl)acetamide